O1C(COCC1)COC1=C(SC2=C1CCN1C(N=CC=C12)=O)C#CC1(CC1)C ((1,4-Dioxan-2-yl)methoxy)-2-((1-methylcyclopropyl)ethynyl)-4,5-dihydro-7H-thieno[2',3':3,4]pyrido[1,2-c]pyrimidin-7-one